C(\C=C/CCCCCC)OC(CCCNC(CCC(C(=O)NCCCC(=O)OC\C=C/CCCCCC)OC(N(CCCO)CCCO)=O)=O)=O [(Z)-non-2-enyl]4-[[4-[bis(3-hydroxypropyl)carbamoyloxy]-5-[[4-[(Z)-non-2-enoxy]-4-oxo-butyl]amino]-5-oxo-pentanoyl]amino]butanoate